(S)-quinuclidin N12CCC(CC1)CC2